FC1=CC=C2C(CCOC2=C1)O 7-FLUOROCHROMAN-4-OL